C(C1=CC=CC=C1)OC(=O)N1C(CN(CC1)C=1C2=C(N=C(N1)Cl)CN(CC2)C(=O)OC(C)(C)C)CC#N tert-butyl 4-(4-((benzyloxy)carbonyl)-3-(cyanomethyl)piperazin-1-yl)-2-chloro-5,8-dihydropyrido[3,4-d]pyrimidine-7(6H)-carboxylate